2-bromo-3,4-dimethoxybenzaldehyde BrC1=C(C=O)C=CC(=C1OC)OC